lithium sulfate, sodium salt [Na+].S(=O)(=O)([O-])[O-].[Li+]